OCCS(=O)(=O)NC1=CC(=C(C(=O)NC2=CC(=NC(=C2)OCCC(F)(F)F)C)C=C1)N1CCC2(CC2)CC1 4-((2-Hydroxyethyl)sulfonamido)-N-(2-methyl-6-(3,3,3-trifluoropropoxy)pyridin-4-yl)-2-(6-azaspiro[2.5]octan-6-yl)benzamide